C(C)(C)(C)OC(=O)N1C(=CC2=CC(=CC(=C12)CCC(F)(F)F)F)CN1C=NC=C(C1=O)NC([C@H](CC\C=C\C(=O)N(C)C)OC(N(C)C)=O)=O tert-Butyl-(S,E)-2-((5-(7-(dimethylamino)-2-((dimethylcarbamoyl)oxy)-7-oxohept-5-enamido)-6-oxopyrimidin-1(6H)-yl)methyl)-5-fluoro-7-(3,3,3-trifluoropropyl)-1H-indol-1-carboxylat